FC1C(OC2=NC=C(C=C21)C(=O)O)(C)C Fluoro-2,2-dimethyl-2,3-dihydrofuro[2,3-b]pyridine-5-carboxylic acid